1,3-dimethyl-1,1,3,3-tetramethoxydisiloxane C[Si](O[Si](OC)(OC)C)(OC)OC